(R)-Ethyl 2-(3-aminopiperidin-1-yl)acetate N[C@H]1CN(CCC1)CC(=O)OCC